ClC1=C(C=CC=C1C1=C(C(=NC=C1)C=1C=C(C=2N(C1)N=C(N2)CNC(C)C)OC)Cl)C2=CC=C(C(=N2)OC)CN(C(OC(C)(C)C)=O)C(C)C tert-Butyl ((6-(2-chloro-3-(3-chloro-2-(2-((isopropylamino)methyl)-8-methoxy-[1,2,4]triazolo[1,5-a]pyridin-6-yl)pyridin-4-yl)phenyl)-2-methoxypyridin-3-yl)methyl)(isopropyl)carbamate